COC=1C=C(C2=CC=CC=C2C1)OC=1SC=2N=C(N=C(C2N1)N1CC2CCC(C1)N2C(=O)OC(C)(C)C)OCC21CCCN1CCC2 tert-butyl 3-{2-[(3-methoxynaphthalen-1-yl)oxy]-5-[(tetrahydro-1H-pyrrolizin-7a(5H)-yl)methoxy][1,3]thiazolo[5,4-d]pyrimidin-7-yl}-3,8-diazabicyclo[3.2.1]octane-8-carboxylate